(1R,4S)-8-hydroxy-1,2,3,4-tetrahydro-1,4-methanonaphthalene-5-yl acetate C(C)(=O)OC1=C2[C@H]3CC[C@@H](C2=C(C=C1)O)C3